dipotassium homocysteine N[C@@H](CCS)C(=O)O.[K].[K]